1-(4-(5-(1-(But-2-ynyl)-1,2,3,6-tetrahydropyridin-4-yl)-7-((2-(trimethylsilyl)ethoxy)methyl)-7H-pyrrolo[2,3-d]pyrimidin-4-yl)-2-fluorobenzyl)-3-phenylurea C(C#CC)N1CCC(=CC1)C1=CN(C=2N=CN=C(C21)C2=CC(=C(CNC(=O)NC1=CC=CC=C1)C=C2)F)COCC[Si](C)(C)C